BrC1=CC=C(S1)CN1N=NN(C1=O)CC(CNC(OC(C)(C)C)=O)=C(F)F tert-butyl (2-((4-((5-bromothiophen-2-yl)methyl)-5-oxo-4,5-dihydro-1H-tetrazol-1-yl)methyl)-3,3-difluoroallyl)carbamate